F[Sb-](F)(F)(F)(F)F.C(C)C=1C=[N+](C=CC1)CCCC 3-ethyl-N-butyl-pyridinium hexafluoroantimonate